cyclopropylmethyl (1-(6-(2,4-dioxo-1,2,3,4-tetrahydropyrimidin-5-yl)imidazo[1,2-b]pyridazin-8-yl)-4,4-difluoropyrrolidin-3-yl)carbamate O=C1NC=C(C(N1)=O)C=1C=C(C=2N(N1)C=CN2)N2CC(C(C2)(F)F)NC(OCC2CC2)=O